Cl.Cl.FCCNCCNC(=O)C1=CC2=C(N(C(=N2)NC=2SC3=C(N2)C=CC(=C3)Cl)C)C=C1 2-(6-Chloro-benzothiazol-2-ylamino)-1-methyl-1H-benzoimidazole-5-carboxylic acid [2-(2-fluoro-ethylamino)-ethyl]-amide dihydrochloride